3-(2-aminoethyl)-5-(5-((((1aS,6bS)-5-fluoro-1a,6b-dihydro-1H-cyclopropa[b]benzofuran-6-yl)methyl)amino)-[1,2,4]triazolo[4,3-c]pyrimidin-8-yl)benzo[b]thiophene 1,1-dioxide NCCC=1C2=C(S(C1)(=O)=O)C=CC(=C2)C=2C=1N(C(=NC2)NCC2=C(C=CC3=C2[C@H]2[C@@H](O3)C2)F)C=NN1